IC1=C(C(=O)Cl)C=C(C(=C1)Cl)Cl 2-iodo-4,5-dichlorobenzoyl chloride